3-(3-((3-(2-Fluoro-5-((6-fluoro-1,4-dimethyl-1H-indol-5-yl)oxy)phenyl)-1-methyl-1H-1,2,4-triazol-5-yl)methyl)phenyl)propanoic acid FC1=C(C=C(C=C1)OC=1C(=C2C=CN(C2=CC1F)C)C)C1=NN(C(=N1)CC=1C=C(C=CC1)CCC(=O)O)C